ClC1=C(C=C(C=C1)F)C(=O)C=1C(=CC2=CC=C(C=C2C1C#N)C#N)C1=C(C=CC(=C1)C)S(=O)(=O)N (3-[(2-chloro-5-fluorophenyl)carbonyl]-4,6-dicyano-2-naphthyl)-4-methylbenzenesulfonamide